C1(=O)C(C1=O)=O Carbonyl diketone